C(C=C)(=O)C=1N(C2=C(C(=C(C=C2C(C1C(=O)O)=O)F)N1CCNCC1)Cl)C1=NC2=CC=CC=C2C=C1.[Al].[Ni] nickel-aluminum alloyl-(2-quinolinyl)-8-chloro-6-fluoro-1,4-dihydro-7-piperazinyl-4-oxo-3-quinolinecarboxylic acid